3-(4-chlorophenyl)benzene ClC1=CC=C(C=C1)C=1C=CC=CC1